COCCN1C=NC2=C(C=C(N=C12)N1N=C(N=C1CO)C=1C=C(C=CC1)C)N1CCOCC1 {1-[3-(2-methoxyethyl)-7-morpholino-3H-1,3,4-triazainden-5-yl]-3-(m-tolyl)-1H-1,2,4-triazol-5-yl}methanol